6-[5-[(1R)-1-(3,5-dichloro-4-pyridyl)ethoxy]-1H-indazol-3-yl]-1'-(2,2-difluoro-ethyl)spiro[4H-1,3-benzodioxine-2,4'-piperidine] ClC=1C=NC=C(C1[C@@H](C)OC=1C=C2C(=NNC2=CC1)C1=CC2=C(OC3(CCN(CC3)CC(F)F)OC2)C=C1)Cl